3,3',5,5'-tetrakis(1,1-dimethylethyl)-1,1'-biphenyl CC(C)(C)C=1C=C(C=C(C1)C(C)(C)C)C1=CC(=CC(=C1)C(C)(C)C)C(C)(C)C